NCC1(CN(C(O1)=O)C=1C=CC=2OCC(NC2N1)=O)CCO 6-[5-(Aminomethyl)-5-(2-hydroxyethyl)-2-oxo-1,3-oxazolidin-3-yl]-4H-pyrido[3,2-b][1,4]oxazin-3-one